3-(3-methylphenyl)-isoxazole CC=1C=C(C=CC1)C1=NOC=C1